bromo-3-methylpyridine-2-carboxylic acid ethyl ester C(C)OC(=O)C1=NC=CC(=C1C)Br